NC1=C2C(=NC=N1)N(N=C2C2=CC(=C(C=C2)NC(=O)NC2=CC(=NO2)C(C)(C)C)F)C2CC2 1-(4-(4-AMINO-1-CYCLOPROPYL-1H-PYRAZOLO[3,4-D]PYRIMIDIN-3-YL)-2-FLUOROPHENYL)-3-(3-(TERT-BUTYL)ISOXAZOL-5-YL)UREA